6-Chloro-3-[(1R)-1-[3,6-dimethyl-4-oxo-2-(2-pyridyl)chromen-8-yl]ethoxy]pyridine-2-carboxylic acid ClC1=CC=C(C(=N1)C(=O)O)O[C@H](C)C=1C=C(C=C2C(C(=C(OC12)C1=NC=CC=C1)C)=O)C